C(CCCCC)OC(C(CO)(C)C)=O.C(#N)C1=CC=C(C=C1)I p-cyanoiodobenzene Hexyl-3-hydroxy-2,2-dimethylpropionate